ethylenebis(maleimide) C(CC=1C(=O)NC(C1)=O)C=1C(=O)NC(C1)=O